triethoxysilyl-3-(trimethoxypropyl-ureido)3-methoxypropylsilane C(C)O[Si](OCC)(OCC)[SiH2]CCC(OC)NC(=O)NCCC(OC)(OC)OC